ClN(C(C)=O)C1=C(C=CC=C1)Cl N-chloro-N-(2-chlorophenyl)acetamide